(7-(6-(1-hydroxypropyl)-4-methylpyridin-3-yl)-2,6-naphthyridin-3-yl)bicyclo[1.1.1]pentane-1-carboxamide OC(CC)C1=CC(=C(C=N1)C1=NC=C2C=C(N=CC2=C1)C1C2(CC1C2)C(=O)N)C